C1(=CC=CC=C1)[B-](C1=CC=CC=C1)(C1=CC=CC=C1)C1=CC=CC=C1.[NH+]12NCCCCC2=CCCC1 diazabicyclo[5.4.0]-7-undecenium tetraphenylborate